FC1=C(C=CC=C1C[C@@H]1N(C[C@@H]([C@@H]1NS(=O)(=O)C1CC1)F)C(=O)C1OCC1)C1=CC(=CC=C1)F N-[{2S,3R,4S}-2-[(2,3'-difluoro[1,1'-biphenyl]-3-yl)methyl]-4-fluoro-1-(oxetane-2-carbonyl)pyrrolidin-3-yl]cyclopropanesulfonamide